N-[4-[(6,7-dimethoxy-1,5-naphthyridin-4-yl)oxy]-3-fluorophenyl]-2-(dimethylamino)-1-(4-fluorophenyl)-6-oxopyrimidine-5-carboxamide COC=1N=C2C(=CC=NC2=CC1OC)OC1=C(C=C(C=C1)NC(=O)C1=CN=C(N(C1=O)C1=CC=C(C=C1)F)N(C)C)F